C(C)(C)(C)OC(=O)N1CC(=CC1)C=1C=2N(C=C(C1)Br)N=CC2C#N 3-(6-bromo-3-cyanopyrazolo[1,5-a]pyridin-4-yl)-2,5-dihydro-1H-pyrrole-1-carboxylic acid tert-butyl ester